(2,2-dimethyl-1,3-dioxolan-4-yl)pyridin-4-amine CC1(OCC(O1)C1=NC=CC(=C1)N)C